butyl 3-ethynylazetidine-1-carboxylate C(#C)C1CN(C1)C(=O)OCCCC